(1s,3s)-3-((6-(5-methyl-1,2,4-oxadiazol-3-yl)quinazolin-4-yl)amino)-cyclobutane-1-carboxylic acid CC1=NC(=NO1)C=1C=C2C(=NC=NC2=CC1)NC1CC(C1)C(=O)O